Methyl 4-bromo-2-(N'-(tert-butyldimethylsilyl)sulfamimidoyl)benzoate BrC1=CC(=C(C(=O)OC)C=C1)S(N)(=O)=N[Si](C)(C)C(C)(C)C